O1CCN(CC12CCNCC2)C2=C(C=CC(=C2C(F)(F)F)OC2=CC=CC=C2)NC(=O)C=2N=C(SC2)C2=CN=NC=C2 N-[2-(1-oxa-4,9-diazaspiro[5.5]undecan-4-yl)-4-phenoxy-3-(trifluoromethyl)phenyl]-2-(pyridazin-4-yl)-1,3-thiazole-4-carboxamide